FC(N1C=NC2=C1C=C(C(=C2C2=C(C(=CC=C2C)OC)C)NCC2=CC=C(C=C2)OC)C#N)F 3-(difluoromethyl)-7-(3-methoxy-2,6-dimethyl-phenyl)-6-[(4-methoxyphenyl)methylamino]-benzimidazole-5-carbonitrile